C(C)OC(=O)C=1C=NC=CC1B1OC(C)(C)C(C)(C)O1 (3-(ethoxycarbonyl)pyridine-4-yl)boronic acid pinacol ester